difluoro (oxalat) lithium borate B([O-])([O-])[O-].[Li+].C(C(=O)OF)(=O)OF.[Li+].[Li+]